1,3,6,8-tetrakis(p-aminophenyl)pyrene NC1=CC=C(C=C1)C1=CC(=C2C=CC3=C(C=C(C4=CC=C1C2=C34)C3=CC=C(C=C3)N)C3=CC=C(C=C3)N)C3=CC=C(C=C3)N